COC(CCCOS(=O)(=O)CC1=CC=CC=C1)=O 4-(toluenesulfonyloxy)butanoic acid methyl ester